N-(4-Oxo-2-pyrrolidin-1-yl-4H-quinazolin-3-yl)-3-phenyl-propionamide O=C1N(C(=NC2=CC=CC=C12)N1CCCC1)NC(CCC1=CC=CC=C1)=O